NCCOCCOCCOCCOCCC(=O)NCCN(CCCCCCCC(=O)OCCCCCCCCC)CCCCCCCC(=O)OC(CCCCCCCC)CCCCCCCC nonyl 8-[2-[3-[2-[2-[2-(2-aminoethoxy)ethoxy]ethoxy]ethoxy]propanoylamino]ethyl-[8-(1-octylnonoxy)-8-oxooctyl]amino]octanoate